CC1=C(C(=C(C=C1)C(C(=O)OC(C)C(C(C)OC(C(=O)C1=C(C(=C(C=C1)C)C)C)=O)CCCC)=O)C)C 3-butyl-2,4-pentanediol ditrimethylphenylglyoxylate